CC1N(CCCC1)C(=O)C1=CC2=C(N(C(=N2)C2=CC=C(C#N)C=C2)C2=CC=C(C=C2)C)C=C1 4-(5-(2-methylpiperidine-1-carbonyl)-1-(p-tolyl)-1H-benzo[d]imidazol-2-yl)benzonitrile